S(OC=1C(=NC=C(C1)\C=C\C1=CC(=CC=C1)F)C(C)C)(O)(=O)=O (E)-5-(3-fluorostyryl)-2-isopropylpyridin-3-yl bisulfate